C1(CC1)C1=CC(=NN(C1=O)C1=CC=CC=C1)C(=O)O 5-Cyclopropyl-6-oxo-1-phenyl-pyridazine-3-carboxylic acid